6-(1-fluorocyclopropyl)phthalazin-1(2H)-one FC1(CC1)C=1C=C2C=NNC(C2=CC1)=O